methyl 2,3,3,3-tetrafluoropropionate FC(C(=O)OC)C(F)(F)F